O[C@@H](CN1N=CC(=C1)C=1NC=CC1)C 2-(1-((R)-2-hydroxypropyl)-1H-pyrazol-4-yl)-1H-pyrrole